(6-methylpyridin-2-yl)pyrimidine-2,4,6(1h,3h,5h)-trione CC1=CC=CC(=N1)N1C(NC(CC1=O)=O)=O